C(#N)N1CC=2N(N=C(C2C1)C)C1=C(C(=O)N)C=CC=C1 (5-cyano-3-methyl-5,6-dihydropyrrolo[3,4-c]pyrazol-1(4H)-yl)benzamide